2-[[7-bromo-5-[(4-phenyl-1-piperidyl)sulfonyl]indazol-2-yl]methoxy]ethyl-trimethyl-silane BrC1=CC(=CC2=CN(N=C12)COCC[Si](C)(C)C)S(=O)(=O)N1CCC(CC1)C1=CC=CC=C1